NC=1C=C2C(=CN=C(C2=CN1)NC)C#CC1=CC=C(OCC(C)(O)C)C=C1 1-(4-((6-amino-1-(methylamino)-2,7-naphthyridin-4-yl)ethynyl)phenoxy)-2-methylpropan-2-ol